O[C@]1(COC2=CC=CC=C2[C@H]1NC(=O)C=1C=C2C(C(COC2=CC1)OC)N1C(NC(CC1=O)(C)C)=N)C N-[(3R,4R)-3-hydroxy-3-methyl-chroman-4-yl]-4-(2-imino-4,4-dimethyl-6-oxo-hexahydropyrimidin-1-yl)-3-methoxy-chromane-6-carboxamide